FC1=C(C(=O)OC)C=CC(=C1)NS(=O)(=O)C1=CC=CC=C1 methyl 2-fluoro-4-(phenylsulfonamido)benzoate